COC1=C(C=2C=NN(C2C=C1)C)S(=O)(=O)Cl 5-Methoxy-1-methyl-1H-indazole-4-sulfonyl chloride